N=1N(N=C2C1C=CC=C2)C2=C(C(=CC(=C2)C(C)(C)C)C(C)(C)C)O 2-benzotriazole-2-yl-4,6-di-tert-butylphenol